ClC1=C(C(=O)C2=NN(C(=C2)OCC2=CC=CC=C2)C)C=CC(=C1)Cl (2,4-dichlorobenzoyl)1-methyl-5-benzyloxypyrazole